BrC1=C(C=C2C(NCN(C2=C1)CC1=CC=C(C=C1)OC)(C(F)(F)F)O)Cl 7-bromo-6-chloro-4-hydroxy-1-(4-methoxybenzyl)-4-(trifluoromethyl)-3,4-dihydroquinazolin